3-[di(2-ethylhexyl-oxy)phosphoryl]Propionic acid C(C)C(COP(=O)(OCC(CCCC)CC)CCC(=O)O)CCCC